ClC=1C(=NC=C(C1)[N+](=O)[O-])C=1C=NN(C1)C 3-chloro-2-(1-methyl-1H-pyrazol-4-yl)-5-nitropyridine